(2E,4E)-4-(3-(methylamino)-3-oxopropyl)decane-2,4-dienoic acid tert-butyl ester C(C)(C)(C)OC(\C=C\C(=C\CCCCC)\CCC(=O)NC)=O